tert-butyl (1R,5S,6S)-6-amino-3-azabicyclo[3.1.0]hexane-3-carboxylate CC(C)(C)OC(=O)N1C[C@@H]2[C@H](C1)C2N